butyl ((3R,4R)-4-hydroxypyrrolidin-3-yl)carbamate O[C@H]1[C@@H](CNC1)NC(OCCCC)=O